C(O)(O)=O.N=NC(=N)N.N=NC(=N)N (Bis(iminoguanidine)) carbonate